N-(3-chloro-2-fluoro-4-(((S)-tetrahydrofuran-2-yl)methoxy)phenyl)-6-(((S)-pyrrolidin-3-yl)oxy)pyrido[3,2-d]pyrimidin-4-amine ClC=1C(=C(C=CC1OC[C@H]1OCCC1)NC=1C2=C(N=CN1)C=CC(=N2)O[C@@H]2CNCC2)F